5-(acetylamino)-3,5-dideoxy-D-glycero-α-D-galacto-non-2-ulopyranosonic acid C(C)(=O)N[C@@H]1[C@H](C[C@@](C(=O)O)(O)O[C@H]1[C@H](O)[C@H](O)CO)O